BrC1=C(C=C(C(=C1)C)OC)OC 1-Bromo-2,4-dimethoxy-5-methylbenzene